2-(5-methoxy-1-methyl-1H-indol-6-yl)-7-(2,2,6,6-tetramethyl-1,2,3,6-tetrahydropyridin-4-yl)imidazo[1,2-a]pyrimidine COC=1C=C2C=CN(C2=CC1C=1N=C2N(C=CC(=N2)C=2CC(NC(C2)(C)C)(C)C)C1)C